5-Chloropyridin-3-yl 2,4,6-tri-O-acetyl-3-deoxy-3-[4-(3,4-difluorophenyl)-1H-1,2,3-triazol-1-yl]-1-thio-α-D-galactopyranoside C(C)(=O)O[C@H]1[C@@H](SC=2C=NC=C(C2)Cl)O[C@@H]([C@@H]([C@@H]1N1N=NC(=C1)C1=CC(=C(C=C1)F)F)OC(C)=O)COC(C)=O